C(=O)[O-].NC(=N)N.[Lu+3].C(=O)[O-].C(=O)[O-] lutetium guanidine formate